[18F]C[C@H]([C@H]([C@@H](C(CO)=O)O)O)O 6-deoxy-6-[18F]fluoro-D-fructose